5-chloro-3-(2-(3-(4-tert-butylphenyl)-4-oxothiazolidine-2-ylidene)hydrazono)indol-2-one ClC=1C=C2C(C(NC2=CC1)=O)=NN=C1SCC(N1C1=CC=C(C=C1)C(C)(C)C)=O